N-(5-cyano-4-((2-methoxyethyl)amino)pyridin-2-yl)-5-formyl-1-isopropyl-1H-pyrrolo[3,2-b]pyridine-3-carboxamide C(#N)C=1C(=CC(=NC1)NC(=O)C1=CN(C=2C1=NC(=CC2)C=O)C(C)C)NCCOC